C1CCC2=C(C=CC=C12)C1=C(C=C2C(=N1)C(=NN2)C=2C=NN(C2)C(C)O)OC (4-(5-(2,3-dihydro-1H-inden-4-yl)-6-methoxy-1H-pyrazolo[4,3-b]pyridin-3-yl)-1H-pyrazol-1-yl)ethan-1-ol